2-(4-(2-butyl-1-oxo-1,2-dihydro-2,7-naphthyridin-4-yl)-2,6-dimethoxyphenyl)acetaldehyde HCl Cl.C(CCC)N1C(C2=CN=CC=C2C(=C1)C1=CC(=C(C(=C1)OC)CC=O)OC)=O